Cl.S1C(=CC2=C1CNCC2)C(=O)OCC Ethyl 4H,5H,6H,7H-thieno[2,3-c]pyridine-2-carboxylate hydrochloride